3,4,5,6-tetrahydro-1-methyl-1-(N,N-dimethylaminosulfonylmethyl)-2-oxo-pyrrolo[3,2,1-ij]quinoline CC1(C(N2CCCC3=CC=CC1=C23)=O)CS(=O)(=O)N(C)C